OC=C1C=C(CCC1)C=O 3-(hydroxymethylene)-1-cyclohexene-1-formaldehyde